O1C(CCCC1)O[C@@H](C)C=1N(C=CN1)CC1=NOC(=C1)C1=CC=C(C=C1)C#CC=1C=C(C(=O)N)C=CC1 3-((4-(3-((2-((1S)-1-((tetrahydro-2H-pyran-2-yl)oxy)ethyl)-1H-Imidazol-1-yl)methyl)isoxazol-5-yl)phenyl)ethynyl)benzamide